4-Methyl-4-cyclohexen CC=1CCCCC1